1-hexyl-2-butylpyridinium fluoride [F-].C(CCCCC)[N+]1=C(C=CC=C1)CCCC